tert-butyl 4-(4-((7-(4-((7-methoxy-7-oxoheptyl)oxy)phenyl)pyrrolo[2,1-f][1,2,4]triazine-2-yl)amino)phenyl)piperazine-1-carboxylate COC(CCCCCCOC1=CC=C(C=C1)C1=CC=C2C=NC(=NN21)NC2=CC=C(C=C2)N2CCN(CC2)C(=O)OC(C)(C)C)=O